NC1=NC=CC=C1C1=NC=2C(=NC(=CC2)N2N=CC=C2)N1C=1C=C2CC([C@@H](C2=CC1)N[S@@](=O)C(C)(C)C)F (S)-N-((1R)-5-(2-(2-aminopyridin-3-yl)-5-(1H-pyrazol-1-yl)-3H-imidazo[4,5-b]pyridin-3-yl)-2-fluoro-2,3-dihydro-1H-inden-1-yl)-2-methylpropane-2-sulfinamide